ClC1=C2N=C(C=NC2=CC=C1OC1=CC2=C(N(C(=N2)C)COCC[Si](C)(C)C)C=C1)C=1C=NNC1 2-[[5-[5-chloro-3-(1H-pyrazol-4-yl)quinoxalin-6-yl]oxy-2-methyl-benzimidazol-1-yl]methoxy]ethyl-trimethyl-silane